CC1=CC=C(N=N1)C=1N(C2=C(N1)C=C(C(=C2)N)OC2COC2)COCC[Si](C)(C)C (6-methylpyridazin-3-yl)-6-(oxetan-3-yloxy)-3-(2-trimethylsilylethoxymethyl)benzimidazol-5-amine